3-(5-(4-((4-(3-methyl-1,2,4-oxadiazol-5-yl)piperidin-1-yl)methyl)pyridin-2-yl)-1-oxoisoindolin-2-yl)piperidine-2,6-dione CC1=NOC(=N1)C1CCN(CC1)CC1=CC(=NC=C1)C=1C=C2CN(C(C2=CC1)=O)C1C(NC(CC1)=O)=O